5-hydantoinacetic acid N1C(=O)NC(=O)C1CC(=O)O